C(C1=CC=CC=C1)N1CC2(CC1)CCC(CC2)N[C@H](CCCCN(C)C)C(=O)N2[C@@H](CN(CC2)C(CC2CCCC2)=O)C(=O)NCC=2SC=CC2 (2S)-1-[N2-(2-benzyl-2-azaspiro[4.5]dec-8-yl)-N6,N6-dimethyl-D-lysyl]-4-(cyclopentylacetyl)-N-(thiophen-2-ylmethyl)piperazine-2-carboxamide